(S)-4-(2-(4-(5-chloro-2-propionylphenyl)-5-methoxy-2-oxopyridin-1(2H)-yl)-3-(1-cyclopropyl-1H-pyrazol-3-yl)propionylamino)benzoic acid ClC=1C=CC(=C(C1)C1=CC(N(C=C1OC)[C@H](C(=O)NC1=CC=C(C(=O)O)C=C1)CC1=NN(C=C1)C1CC1)=O)C(CC)=O